benzyl (R)-2-(benzyloxy)-4-(1-((3-cyano-4,5-difluorophenyl)sulfonyl)-N-((5-cyclohexylpyridin-2-yl)methyl)azetidine-2-carboxamido)benzoate C(C1=CC=CC=C1)OC1=C(C(=O)OCC2=CC=CC=C2)C=CC(=C1)N(C(=O)[C@@H]1N(CC1)S(=O)(=O)C1=CC(=C(C(=C1)F)F)C#N)CC1=NC=C(C=C1)C1CCCCC1